Copper-iron oxide [O-2].[Fe+2].[Cu+2].[O-2]